NC1(CCN(CC1)C1=C(C(N(C(=N1)SC)C1=C(C(=CC=C1)Cl)Cl)=O)C)C 6-(4-amino-4-methylpiperidin-1-yl)-3-(2,3-dichlorophenyl)-5-methyl-2-(methylsulfanyl)-3,4-dihydropyrimidin-4-one